N,N-diisopropyl-N'-(3-(1-butylpiperidin-4-yl)pyrrolo-[3,2-b]pyridin-5-yl)urea C(C)(C)N(C(=O)NC1=CC=C2C(=N1)C(=CN2)C2CCN(CC2)CCCC)C(C)C